NC1(CCCC1)COC=1C(=CC(=NC1)C)C1=CC=2N(C=C1)N=C(C2)NC(=O)C2CC2 N-[5-[5-[(1-aminocyclopentyl)methoxy]-2-methyl-4-pyridyl]pyrazolo[1,5-a]pyridin-2-yl]cyclopropanecarboxamide